8-amino-N,1-diethyl-4,4-dimethyl-N-(4-methyl-1,3-thiazol-2-yl)-4,5-dihydro-1H-pyrazolo[4,3-H]quinazoline-3-carboxamide NC1=NC=2C3=C(C(CC2C=N1)(C)C)C(=NN3CC)C(=O)N(C=3SC=C(N3)C)CC